N-ethyl-N-(2-hydroxy-3-sulfopropyl)-3-methylaniline sodium dihydrate O.O.[Na].C(C)N(C1=CC(=CC=C1)C)CC(CS(=O)(=O)O)O